C(N)(=O)C1=CC(=NC2=C1N=CN=C2N[C@@H]2CN(CCC2)C(=O)OC(C)(C)C)C2=C(C=CC=C2)OC tert-butyl (3S)-3-[[8-carbamoyl-6-(2-methoxyphenyl)pyrido[3,2-d]pyrimidin-4-yl]amino]piperidine-1-carboxylate